CC1(OC(C2=C1C=C(C=C2)NC2=NC=C(C(=N2)N[C@H](CO)C2=CC=CC=C2)C(=O)NCCCN(C)C)=O)C 2-[(3,3-dimethyl-1-oxo-1,3-dihydro-2-benzofuran-5-yl)amino]-N-[3-(dimethylamino)propyl]-4-{[(1S)-2-hydroxy-1-phenylethyl]amino}pyrimidine-5-carboxamide